(-)-9-Methoxy-7-phenyl-6,7-dihydrodibenzo[d,f][1,2]Thiazepine 5,5-dioxide COC=1C=CC2=C(C(NS(C3=C2C=CC=C3)(=O)=O)C3=CC=CC=C3)C1